7-((1-acetylpiperidin-4-yl)methoxy)-5-fluoro-2-(((tetrahydro-2H-pyran-4-yl)oxy)methyl)quinazolin-4(3H)-one C(C)(=O)N1CCC(CC1)COC1=CC(=C2C(NC(=NC2=C1)COC1CCOCC1)=O)F